methylene-di(oxyethylene) C(OC=C)OC=C